C(C)(=O)C1=C(C(=NC(=C1C)NC1=NNC(=C1)C)CC1CCN(CC1)CC1=C(C(=CC=C1)Cl)F)F 4-((4-acetyl-3-fluoro-5-methyl-6-((5-methyl-1H-pyrazol-3-yl)-amino)pyridin-2-yl)methyl)-1-(3-chloro-2-fluorobenzyl)piperidine